3-(3-(1-methyl-1H-pyrazol-4-yl)pyrazolo[1,5-a]pyridin-5-yl)-5-(4-methylpiperazin-1-yl)-1H-pyrrolo[2,3-b]pyridine CN1N=CC(=C1)C=1C=NN2C1C=C(C=C2)C2=CNC1=NC=C(C=C12)N1CCN(CC1)C